CN(C)CC1(CCC1)NC(C(C)(C1=NN(C2=CC=CC=C12)C)C)=O N-(1-((dimethylamino)methyl)cyclobutyl)-2-methyl-2-(1-methyl-1H-indazol-3-yl)propanamide